Ethyl-dichlorsilan C(C)[SiH](Cl)Cl